2-[[2-[2-[2-[2-[2,3-bis[(Z)-octadec-9-enoxy]propoxycarbonylamino]ethoxy]ethoxy]ethoxy]-2-oxo-ethyl]amino]ethyl 2-(2-methoxyethylamino)acetate COCCNCC(=O)OCCNCC(=O)OCCOCCOCCNC(=O)OCC(COCCCCCCCC\C=C/CCCCCCCC)OCCCCCCCC\C=C/CCCCCCCC